5-norbornene-2,3-dicarboximido n-butyl-sulfonate C(CCC)S(=O)(=O)ON1C(=O)C2C3C=CC(C2C1=O)C3